2-((2-(3-(dimethylamino)phenoxy)ethoxy)methyl)-N-(3-methoxybenzyl)-N-(4-(pyrrolidin-1-yl)benzyl)pyridin-4-amine CN(C=1C=C(OCCOCC2=NC=CC(=C2)N(CC2=CC=C(C=C2)N2CCCC2)CC2=CC(=CC=C2)OC)C=CC1)C